[Cl-].C(C)(=O)C1=C(C=CC=C1)P(C1=CC=CC=C1)C1=CC=CC=C1 Acetyltriphenylphosphine chloride